Cl.C(C)(C)(C)NO N-tert-butylhydroxylamine hydrochloride